6-(4-(3-Bromo-5-((7-cyclobutoxy-4-oxo-3,4-dihydrophthalazin-1-yl)methyl)benzoyl)piperazin-1-yl)nicotinonitrile BrC=1C=C(C(=O)N2CCN(CC2)C2=NC=C(C#N)C=C2)C=C(C1)CC1=NNC(C2=CC=C(C=C12)OC1CCC1)=O